(S)-1-(5-((4-(cyclopropylmethyl)-3-methylpiperazin-1-yl)methyl)pyrazolo[1,5-a]pyridin-3-yl)dihydropyrimidine-2,4(1H,3H)-dione C1(CC1)CN1[C@H](CN(CC1)CC1=CC=2N(C=C1)N=CC2N2C(NC(CC2)=O)=O)C